ClC1=NC=CC(=C1)OC1=C(N=C(S1)C(=C)C)C1=NC(=CC=C1)C 5-(2-chloropyridin-4-yloxy)-4-(6-methylpyridin-2-yl)-2-(prop-1-en-2-yl)thiazole